[1-(tert-Butoxycarbonyl)-2-methyl-1H-imidazol-4-yl]acetic acid C(C)(C)(C)OC(=O)N1C(=NC(=C1)CC(=O)O)C